C(=CCC)C1=NN=C2N1C1=CC=CC=C1C(=N2)N(C2=CC=CC=C2)C (but-1-en-1-yl)-N-methyl-N-phenyl-[1,2,4]triazolo[4,3-a]quinazolin-5-amine